C(=O)O.FC1=C(C=CC(=C1F)OC)C1=CN=C(N1C)C(=O)NC1=CC(=C(C=C1)C(=O)N1CCN(CC1)C(=O)[C@H]1[C@H](CNCC1)O)C 5-(2,3-difluoro-4-methoxy-phenyl)-N-[4-[4-[(3R,4R)-3-hydroxypiperidine-4-carbonyl]piperazine-1-carbonyl]-3-methyl-phenyl]-1-methyl-imidazole-2-carboxamide formate